FC(CSCC(F)(F)F)(F)F (2,2,2-trifluoroethyl) sulfide